FC=1C=C(C=CC1F)C1CN(CCO1)C(=O)NCC(CC=1C=NC=CC1)CO 2-(3,4-difluorophenyl)-N-[2-(hydroxymethyl)-3-(3-pyridyl)propyl]morpholine-4-carboxamide